ClC=1C=C2C=C(NC2=CC1C1=NC(=C(C=C1)OC)F)CNC(=O)[C@]1(OCC1)C N-{[5-chloro-6-(6-fluoro-5-methoxy-2-pyridyl)-2-indolyl]methyl}-(S)-2-methyl-2-oxetanecarboxamide